aminoethylaminopropyl-trimethoxysilane NCCNCCC[Si](OC)(OC)OC